3-(6-methyl-1H-benzo[d]imidazol-2-yl)-N-(4-pyridazin-3-ylphenyl)aniline CC=1C=CC2=C(NC(=N2)C=2C=C(NC3=CC=C(C=C3)C=3N=NC=CC3)C=CC2)C1